methyl 5-bromo-1-(tetrahydrofuran-3-yl)indoline-6-carboxylate BrC=1C=C2CCN(C2=CC1C(=O)OC)C1COCC1